N1C(C=CC2=CC=CC=C12)=O QUINOLIN-2(1H)-ONE